NC=1C=2N(C3=CC(=C(C=C3N1)F)C(=O)N(CC1=NC=C(C=C1)C(F)(F)F)C13CC(C1)C3)C=NC2 4-amino-N-(bicyclo[1.1.1]pentan-1-yl)-7-fluoro-N-((5-(trifluoromethyl)pyridin-2-yl)methyl)imidazo[1,5-a]quinoxaline-8-carboxamide